CC(COCC(C)(NC=1C2=C(N=C(N1)C1=CC=NC=C1)C=NC=C2)C)(C)O 2-methyl-1-(2-methyl-2-{[2-(pyridin-4-yl)pyrido[3,4-d]pyrimidin-4-yl]amino}propoxy)propan-2-ol